CN1C=NC(=C1C1=CC=CC=C1)C1=CC=C(CN2CCC(CC2)NC2=NC(=NC=C2)C#N)C=C1 4-((1-(4-(1-Methyl-5-phenyl-1H-imidazol-4-yl)benzyl)piperidin-4-yl)amino)pyrimidine-2-carbonitrile